tert-butyl N-{2-[(4-{[1-tert-butyl-4-cyano-3-(4-ethanesulfonamidophenyl)-1H-pyrazol-5-yl]amino}pyridin-2-yl)oxy]ethyl}carbamate C(C)(C)(C)N1N=C(C(=C1NC1=CC(=NC=C1)OCCNC(OC(C)(C)C)=O)C#N)C1=CC=C(C=C1)NS(=O)(=O)CC